methyl 6-(4-cyano-2-fluorophenoxy)-5-fluoronicotinate C(#N)C1=CC(=C(OC2=NC=C(C(=O)OC)C=C2F)C=C1)F